5-(1-(2,2-difluoroethyl)-1H-benzo[d][1,2,3]triazol-6-yl)-N-((3R,4S)-3-fluoro-1-(2-methoxyethyl)piperidin-4-yl)-4-methoxypyrrolo[2,1-f][1,2,4]triazin-2-amine FC(CN1N=NC2=C1C=C(C=C2)C=2C=CN1N=C(N=C(C12)OC)N[C@@H]1[C@@H](CN(CC1)CCOC)F)F